3α-hydroxy-5α-pregnane O[C@H]1C[C@@H]2CC[C@H]3[C@@H]4CC[C@H](CC)[C@]4(CC[C@@H]3[C@]2(CC1)C)C